ClC1=NC(=NC=C1C1=NC(=NO1)C)N 4-chloro-5-(3-methyl-1,2,4-oxadiazol-5-yl)pyrimidin-2-amine